imidazo[1,5-a]pyridin-8-ylcarbamic acid tert-butyl ester C(C)(C)(C)OC(NC=1C=2N(C=CC1)C=NC2)=O